N-[[6-(3-morpholinopropanoyl)-6-azaspiro[2.5]octan-2-yl]methyl]furo[2,3-c]pyridine-2-carboxamide O1CCN(CC1)CCC(=O)N1CCC2(C(C2)CNC(=O)C2=CC=3C(=CN=CC3)O2)CC1